tert-butyl (S)-(1-amino-3-(2-chloro-4-hydroxyphenyl)-1-oxopropan-2-yl)carbamate NC([C@H](CC1=C(C=C(C=C1)O)Cl)NC(OC(C)(C)C)=O)=O